(4-(4-((3-(3,6-difluoropyridin-2-yl)-1-((1r,4r)-4-ethoxycyclohexyl)-1H-pyrazol-4-yl)carbamoyl)thiazol-2-yl)-1H-pyrazol-1-yl)methyl L-prolinate hydrogen chloride salt Cl.N1[C@@H](CCC1)C(=O)OCN1N=CC(=C1)C=1SC=C(N1)C(NC=1C(=NN(C1)C1CCC(CC1)OCC)C1=NC(=CC=C1F)F)=O